FC(CN1N=C(C=C1)C(=O)O)(F)F 1-(2,2,2-trifluoroethyl)-1H-pyrazole-3-carboxylic acid